N-(1-(4-(tert-butyl)phenyl)-6-(2-morpholinoethoxy)-1H-pyrazolo[3,4-d]pyrimidin-4-yl)-5-nitrothiophene-2-carboxamide C(C)(C)(C)C1=CC=C(C=C1)N1N=CC=2C1=NC(=NC2NC(=O)C=2SC(=CC2)[N+](=O)[O-])OCCN2CCOCC2